4-furanbenzaldehyde O1C=CC(=C1)C1=CC=CC=C1C=O